benzyl ((3-methyl-1H-indol-5-yl)methyl)carbamate CC1=CNC2=CC=C(C=C12)CNC(OCC1=CC=CC=C1)=O